4-amino-2,2-dioxol NC1=COC=C1